C1(=CC=C(C=C1)C)CC1=CC=C(C=C1)S(=O)(=O)[O-] alpha-cresyl-p-toluenesulfonate